CC1=CC[C@@H]2[C@@]([C@H]1CO)(CCCC2(C)C)C (-)-drimenol